C(C1=CC=CC=C1)NC1=NC(=NC=2C(CCCC12)OCCN1CC(C1)F)N1C(=CC=2C(=CC=CC12)C(=O)N)C 1-(4-(benzylamino)-8-(2-(3-fluoroazetidin-1-yl)ethoxy)-5,6,7,8-tetrahydroquinazolin-2-yl)-2-methyl-indole-4-carboxamide